ClC1=C2OC=3C=C(C(=CC3C(C2=CC=C1)=O)C)N1C[C@@H](CC1)C(=O)O (3R)-1-(5-chloro-2-methyl-9-oxo-xanthen-3-yl)pyrrolidine-3-carboxylic acid